FC1(CCN(CC1)C(CCCCCC[NH-])C=1C=CC2=C(C(=CO2)C2C(NC(CC2)=O)=O)C1)F 7-(4,4-difluoropiperidin-1-yl)-N-(3-(2,6-dioxopiperidin-3-yl)benzofuran-5-yl)heptylamide